[Si]([O-])([O-])([O-])[O-].[Mg+2].[Ca+2] Calcium-magnesium silicate